4-{4-[(1,3-dimethyl-1H-indazol-6-yl)oxy]pyridin-2-yl}-2-methylbenzamide CN1N=C(C2=CC=C(C=C12)OC1=CC(=NC=C1)C1=CC(=C(C(=O)N)C=C1)C)C